(S)-6-Ethyl-N-((S)-1-(5-(4-fluoro-2-methoxyphenyl)-1H-imidazol-2-yl)-7-oxononyl)-6-azaspiro[2.5]octan-1-carboxamid C(C)N1CCC2(C[C@@H]2C(=O)N[C@@H](CCCCCC(CC)=O)C=2NC(=CN2)C2=C(C=C(C=C2)F)OC)CC1